ClC1=NC(=CC2=C1C=CN2C)Cl 4,6-Dichloro-1-methyl-1H-pyrrolo[3,2-c]pyridine